Cl.N1CC(C1)N1CCC(CC1)COC1=CC(=C2C(NC(=NC2=C1)CSC1CCOCC1)=O)F 7-((1-(azetidin-3-yl)piperidin-4-yl)methoxy)-5-fluoro-2-(((tetrahydro-2H-pyran-4-yl)thio)methyl)quinazolin-4(3H)-one hydrochloride